N-(2-(N-(4-methoxylphenyl)amino-sulfonyl)-pyridin-4-yl)-2-oxo-2H-chromene-8-amide O(C)C1=CC=C(C=C1)NS(=O)(=O)C1=NC=CC(=C1)NC(=O)C=1C=CC=C2C=CC(OC12)=O